1-(tert-butyl) 2,5-dimethylpyrrolidine-1,2,5-tricarboxylate CC1(N(C(CC1)(C(=O)[O-])C)C(=O)OC(C)(C)C)C(=O)[O-]